ClC=1C=C2CCCC(C2=CC1)C=O 6-chlorotetralin-1-carbaldehyde